Tert-Butyl N-[5-(2-Hydroxyethyl)-4,6-Dimethoxy-Pyrimidin-2-Yl]Carbamate OCCC=1C(=NC(=NC1OC)NC(OC(C)(C)C)=O)OC